[6-bromo-8-(1-methoxyethyl)imidazo[1,2-a]pyridin-2-yl][(3R,3'R)-6-chloro-3'-hydroxy-1,4-dihydro-1'H,2H-spiro[isoquinoline-3,4'-piperidin]-1'-yl]methanone BrC=1C=C(C=2N(C1)C=C(N2)C(=O)N2C[C@H]([C@@]1(CC2)NCC2=CC=C(C=C2C1)Cl)O)C(C)OC